9-[(4-methoxyphenyl)methyl]-N-tetrahydropyran-2-yloxy-1,4-dioxa-9-azaspiro[4.5]decane-6-carboxamide COC1=CC=C(C=C1)CN1CCC(C2(OCCO2)C1)C(=O)NOC1OCCCC1